8-(4-(4-((2-(2,6-dioxopiperidin-3-yl)-1,3-dioxoisoindoline-5-yl)methyl)piperazine-1-yl)piperidin-1-yl)-9-ethyl-6,6-dimethyl-11-oxo-6,11-dihydro-5H-benzo[b]carbazole O=C1NC(CCC1N1C(C2=CC=C(C=C2C1=O)CN1CCN(CC1)C1CCN(CC1)C=1C(=CC2=C(C(C=3NC4=CC=CC=C4C3C2=O)(C)C)C1)CC)=O)=O